(R)-2-(4-(7-chloropyrazolo[1,5-a]pyridin-2-yl)-1,4,6,7-tetrahydro-5H-imidazo[4,5-c]pyridin-5-yl)-5-(3-methylpyridin-2-yl)-1,3,4-oxadiazole ClC1=CC=CC=2N1N=C(C2)[C@@H]2N(CCC1=C2N=CN1)C=1OC(=NN1)C1=NC=CC=C1C